C(CCCCCCCCCCCCCCC)C1=C(C=CC2=CC=CC=C12)N 1-hexadecyl-naphthylamine